[Si](C)(C)(C(C)(C)C)OCC1(CC1)NC1CCN(CC1)C(=O)OCC1=CC=CC=C1 benzyl 4-[[1-[[tert-butyl(dimethyl)silyl]oxymethyl]cyclopropyl]-amino]piperidine-1-carboxylate